NC=1C(=NC(=CC1)Cl)/C=C/C(=O)OCC ethyl (2E)-3-(3-amino-6-chloropyridin-2-yl)prop-2-enoate